tert-Butyl 3-((3-((1-([1,1'-biphenyl]-3-yl)cyclopropyl)carbamoyl)-4-methylphenyl) amino)azetidine-1-carboxylate C1(=CC(=CC=C1)C1(CC1)NC(=O)C=1C=C(C=CC1C)NC1CN(C1)C(=O)OC(C)(C)C)C1=CC=CC=C1